ClC1=CC=NNC1=O 5-Chloro-6-oxo-1,6-dihydropyridazin